(4aS,9bS)-7-(1-(trifluoromethyl)-1H-pyrazol-4-yl)-1,2,3,4,4a,9b-hexahydrobenzofuro[3,2-b]pyridine hydrochloride Cl.FC(N1N=CC(=C1)C1=CC2=C(C=C1)[C@@H]1NCCC[C@@H]1O2)(F)F